Butylmethylpiperidinium C(CCC)[N+]1(CCCCC1)C